1-(3-(4-chlorophenyl)-1,2,4-oxadiazol-5-yl)-N-(((S)-1-(((R)-piperidin-3-yl)methyl)pyrrolidin-3-yl)methyl)piperidine-4-carboxamide dihydrochloride Cl.Cl.ClC1=CC=C(C=C1)C1=NOC(=N1)N1CCC(CC1)C(=O)NC[C@H]1CN(CC1)C[C@H]1CNCCC1